Nα,Nε-di(9-fluorenyl-methoxycarbonyl)-L-lysine C1=CC=CC=2C3=CC=CC=C3C(C12)COC(=O)N[C@@H](CCCCNC(=O)OCC1C2=CC=CC=C2C=2C=CC=CC12)C(=O)O